NC=1N(C=CN1)CCC[C@@H](C(N[C@H]1CN(CC1)CCCC(NCCOCCOCCCCCCCl)=O)=O)NC(OC(C)(C)C)=O tert-butyl N-[(1S)-4-(2-amino-1H-imidazol-1-yl)-1-{[(3R)-1-{3-[(2-{2-[(6-chlorohexyl)oxy]ethoxy}ethyl) carbamoyl]propyl}pyrrolidin-3-yl]carbamoyl}butyl]carbamate